F[C@@H]1C2CC[C@@H](C[C@@H]1N(C=1N=CC(=NC1)C1=C(C3=C(N(C=N3)C)C=C1)O)C)N2 5-(5-{[(2R,3S,5S)-2-fluoro-8-azabicyclo[3.2.1]octan-3-yl](methyl)amino}pyrazin-2-yl)-1-methyl-1H-1,3-benzodiazol-4-ol